C[C@H]1N([C@@H](C1)C)C1=CC2=C(C(=N1)CN(C(OC(C)(C)C)=O)C)CN(C2=O)C2=NC(=CC=C2)C2=NN=CN2C(C)C tert-butyl [(6-[(2R,4R)-2,4-dimethylazetidin-1-yl]-1-oxo-2-{6-[4-(propan-2-yl)-4H-1,2,4-triazol-3-yl]pyridin-2-yl}-2,3-dihydro-1H-pyrrolo[3,4-c]pyridin-4-yl)methyl]methylcarbamate